5-(benzylsulfanyl)-6-methoxypyridine-3-carbonitrile C(C1=CC=CC=C1)SC=1C=C(C=NC1OC)C#N